6-chloro-7-[(2R)-2-{[(3-chloropyridin-2-yl)oxy]methyl}-pyrrolidin-1-yl]-1-(6-methanesulfonamidopyridin-3-yl)-4-oxo-1,4-dihydroquinoline-3-carboxylic acid ClC=1C=C2C(C(=CN(C2=CC1N1[C@H](CCC1)COC1=NC=CC=C1Cl)C=1C=NC(=CC1)NS(=O)(=O)C)C(=O)O)=O